CS(=O)(=O)N[C@@H](C(C)C)C(=O)O methanesulfonyl-valine